3-(5-(6-fluoro-6-(2-fluorophenyl)-2-azaspiro[3.3]heptane-2-carbonyl)-1-oxoisoindolin-2-yl)piperidine-2,6-dione FC1(CC2(CN(C2)C(=O)C=2C=C3CN(C(C3=CC2)=O)C2C(NC(CC2)=O)=O)C1)C1=C(C=CC=C1)F